C(C)OC(=O)C=1C=NN(C1C(F)(F)F)C1=C2CCCN(C2=CC=C1)C 1-(1-methyl-1,2,3,4-tetrahydroquinolin-5-yl)-5-(trifluoromethyl)-1H-pyrazole-4-carboxylic acid ethyl ester